Cl.NCCCC(=O)N1C(\C(\C2=CC(=CC=C12)F)=C/C1=C(C(=C(N1)C)C(=O)NCCN(CC)CC)C)=O (Z)-5-((1-(4-aminobutanoyl)-5-fluoro-2-oxoindolin-3-ylidene)methyl)-N-(2-(diethylamino)ethyl)-2,4-dimethyl-1H-pyrrole-3-carboxamide hydrochloride